CC1=C(C=CC=C1)S(=O)(=O)NC=1C=CC=C2C=CC=NC12 2-methyl-N-(quinolin-8-yl)benzenesulfonamide